OC[C@]1(O)[C@@H](O)[C@@H](O)[C@H](O)[C@H](O1)CO beta-D-mannoheptulose